5-((1-(2,2,2-trifluoroethyl)azetidin-2-yl)methoxy)benzamide FC(CN1C(CC1)COC=1C=CC=C(C(=O)N)C1)(F)F